N[C@@H]1C[C@H](CC1)NC1=CC=C(C=N1)N1C(C=CC2=CC=CN=C12)=O (6-(((1S,3S)-3-aminocyclopentyl)amino)pyridin-3-yl)-1,8-naphthyridin-2(1H)-one